2-([1,1'-biphenyl]-3-yl)-2,2-difluoro-N-methoxy-N-methyl-acetamide C1(=CC(=CC=C1)C(C(=O)N(C)OC)(F)F)C1=CC=CC=C1